5-[4-(4-Cyano-but-1-ynyl)-phenyl]-1-(2,4-dichloro-phenyl)-4-hydroxymethyl-1H-pyrazole-3-carboxylic acid morpholin-4-ylamide N1(CCOCC1)NC(=O)C1=NN(C(=C1CO)C1=CC=C(C=C1)C#CCCC#N)C1=C(C=C(C=C1)Cl)Cl